(1R,3S,5R)-2-(2-(3-acetyl-5-(2-methylpyrimidin-5-yl)-1H-indazol-1-yl)acetyl)-N-(6-bromo-4-propylpyridin-2-yl)-5-methyl-2-azabicyclo[3.1.0]hexane-3-carboxamide C(C)(=O)C1=NN(C2=CC=C(C=C12)C=1C=NC(=NC1)C)CC(=O)N1[C@@H]2C[C@@]2(C[C@H]1C(=O)NC1=NC(=CC(=C1)CCC)Br)C